C(C)(C)(C)OC(=O)N(C1=CC=NC=2N1N=CC2C(C)C)CC2=CC(=CC=C2)NC(C(=C)F)=O 7-((tert-butoxycarbonyl)(3-(2-fluoroacrylamido)benzyl)amino)-3-isopropylpyrazolo[1,5-a]pyrimidine